((2S,5S)-5-(aminomethyl)-5-hydroxytetrahydro-2H-pyran-2-yl)((S)-1-(4-fluorophenyl)-3,4-dihydroisoquinolin-2(1H)-yl)methanone NC[C@]1(CC[C@H](OC1)C(=O)N1[C@H](C2=CC=CC=C2CC1)C1=CC=C(C=C1)F)O